C1(CCCCC1)NC([O-])=O cyclohexyl-carbamate